N-(3,4-Dimethoxyphenylethyl)-4-morpholino-2-(trifluoromethyl)pyrimidine-5-carboxamide COC=1C=C(C=CC1OC)CCNC(=O)C=1C(=NC(=NC1)C(F)(F)F)N1CCOCC1